FC1(CCN(CC1)C1=NC(=CC(=C1NC(=O)C1=C(N=CO1)C)C)N1CC=2C=CC=NC2CC1)F N-[2-(4,4-difluoro-1-piperidyl)-6-(7,8-dihydro-5H-1,6-naphthyridin-6-yl)-4-methyl-3-pyridyl]-4-methyl-oxazole-5-carboxamide